N-(7-fluoro-2-methyl-indazol-5-yl)-2-methoxy-7-[(3R,5S)-3,4,5-trimethylpiperazin-1-yl]-1,3-benzothiazole-4-carboxamide FC1=CC(=CC2=CN(N=C12)C)NC(=O)C=1C=CC(=C2C1N=C(S2)OC)N2C[C@H](N([C@H](C2)C)C)C